ClC1=CC=C(CNC(NC2=CC=C(C=C2)C2N(CC(N(C2)C)=O)C(=O)OC(C)(C)C)=O)C=C1 tert-butyl 2-(4-(3-(4-chlorobenzyl) ureido)phenyl)-4-methyl-5-oxopiperazine-1-carboxylate